C(C)(C)(C)C1=C(OCCCSCC2=NNC(O2)=O)C=C(C=C1)C(C)(C)C 5-[(2,5-Di-tert-Butylphenoxypropylthio)methyl]-1,3,4-oxadiazol-2(3H)-one